C([C@@H]1[C@H]([C@@H]([C@@H]([C@H](O1)O[C@H]2[C@H]([C@@H]([C@H](O[C@@H]2OC[C@@H]3[C@H]([C@@H]([C@@H]([C@H](O3)OC[C@@H]4[C@H]([C@@H]([C@@H]([C@H](O4)O)O)O[C@@H]5[C@H]([C@H]([C@@H]([C@H](O5)CO)O)O)O[C@@H]6[C@H]([C@H]([C@@H]([C@H](O6)CO)O)O)O[C@@H]7[C@H]([C@H]([C@@H]([C@H](O7)CO)O)O)O)O)O)O[C@@H]8[C@H]([C@H]([C@@H]([C@H](O8)CO)O)O)O[C@@H]9[C@H]([C@H]([C@@H]([C@H](O9)CO)O)O)O)O)CO)O)O)O)O)O)O The molecule is a branched mannooligosaccharide comprised of nine alpha-D-mannose residues configured as shown in the diagram. It has a role as an epitope. It is a mannooligosaccharide and a nonasaccharide.